4-(2H-tetrazol-5-yl)aniline N=1NN=NC1C1=CC=C(N)C=C1